CN(S(=O)(=O)C1CC1)C1=CSC2=C1N=C(N=C2N2[C@@H](COCC2)C)C2=C1C(=NC=C2)NC=C1 (R)-N-Methyl-N-(4-(3-methylmorpholinyl)-2-(1H-pyrrolo[2,3-b]pyridin-4-yl)thieno[3,2-d]pyrimidin-7-yl)cyclopropylsulfonamide